bis3,4-epoxycyclohexylmethyl adipate C(CCCCC(=O)OCC1CC2C(CC1)O2)(=O)OCC2CC1C(CC2)O1